NC=1C2=C(N=CN1)N1C(=C2C2=CC3=C(S2)C(=CC(=C3)C)OC)CN(CC1(C)C)C(C=C)=O (4-amino-5-(7-methoxy-5-methylbenzo[b]thiophen-2-yl)-9,9-dimethyl-8,9-dihydropyrazino[1',2':1,5]pyrrolo[2,3-d]pyrimidin-7(6H)-yl)prop-2-en-1-one